Cl.CC1=C2CCOC2=NC=2CNCC12 4-Methyl-3,5,6,7-tetrahydro-2H-1-oxa-6,8-diaza-s-indacene hydrochloride